3,3'-((1-(2-((Bis(4-fluorophenyl)methyl)thio)ethyl)piperidin-4-yl)azanediyl)bis(1-phenylpropan-2-ol) FC1=CC=C(C=C1)C(SCCN1CCC(CC1)N(CC(CC1=CC=CC=C1)O)CC(CC1=CC=CC=C1)O)C1=CC=C(C=C1)F